N-((3S,4R)-1-(5-(6-(3-cyanopyrrolo[1,2-b]pyridazin-7-yl)-4-(isopropylamino)pyridin-3-yl)-1,3,4-thiadiazol-2-yl)-3-hydroxypiperidin-4-yl)acetamide C(#N)C1=CC=2N(N=C1)C(=CC2)C2=CC(=C(C=N2)C2=NN=C(S2)N2C[C@@H]([C@@H](CC2)NC(C)=O)O)NC(C)C